4-((S)-2-((tert-butoxycarbonyl)amino)propanamido)benzyl (4-(2-aminoacetamido)phenyl)((2S,4R)-2-methyl-1-propionyl-1,2,3,4-tetrahydroquinolin-4-yl)carbamate NCC(=O)NC1=CC=C(C=C1)N(C(OCC1=CC=C(C=C1)NC([C@H](C)NC(=O)OC(C)(C)C)=O)=O)[C@@H]1C[C@@H](N(C2=CC=CC=C12)C(CC)=O)C